3,6-diethyl-2,3-dihydroquinolin-4(1H)-one C(C)C1CNC2=CC=C(C=C2C1=O)CC